COC1=CC=C(CNC=2C=C(C#N)C=C(N2)OC2=CC=CC=C2)C=C1 2-((4-methoxybenzyl)amino)-6-phenoxyisonicotinonitrile